5-(7,8-dimethyl-[1,2,4]triazolo[1,5-a]pyridin-6-yl)-6-isopropyl-2-(6-((tetrahydro-2H-pyran-4-yl)methyl)-2,6-diazaspiro[3.3]heptan-2-yl)-4H-pyrrolo[3,2-d]thiazole CC1=C(C=2N(C=C1C1=C(C=3N=C(SC3N1)N1CC3(C1)CN(C3)CC3CCOCC3)C(C)C)N=CN2)C